3-methyl-1λ6-benzo[2,1-e][1,2]thiazin-1-one CC=1N=S(C2=C(C1)C=CC=C2)=O